C(CCCCCCCCCCC)(C(=O)O)C(=O)O dodecane-1,1-dicarboxylic acid